2-(boc-amino)-5-aza-spiro[3.4]octane C(=O)(OC(C)(C)C)NC1CC2(C1)NCCC2